O1CCN(CC1)C=1C=C2C(NNC(C2=CC1)=O)=O 6-morpholino-2,3-dihydrophthalazine-1,4-dione